2-((4-fluorophenyl)amino)acetic acid FC1=CC=C(C=C1)NCC(=O)O